5-{5-[(3R)-3-Aminopiperidine-1-carbonyl]-7-methoxy-1-methyl-1H-1,3-benzodiazol-2-yl}-1-(cyclopropylmethyl)-N-phenyl-1H-pyrrole-2-carboxamide N[C@H]1CN(CCC1)C(=O)C1=CC2=C(N(C(=N2)C2=CC=C(N2CC2CC2)C(=O)NC2=CC=CC=C2)C)C(=C1)OC